N1C=NC=C1CCNC1=NC(=NC=C1)NC1=CC(=CC=C1)C(F)(F)F N4-(2-(1H-imidazol-5-yl)ethyl)-N2-(3-(trifluoromethyl)phenyl)pyrimidine-2,4-diamine